FC=1C=CC2=C(C(=C(O2)[C@H](C(C)C)NC(NC=2C=CC(=NC2)C(=O)N)=O)C)C1 (S)-5-(3-(1-(5-fluoro-3-methylbenzofuran-2-yl)-2-methylpropyl)ureido)picolinamide